2,6-diethyl-4-methylphenol C(C)C1=C(C(=CC(=C1)C)CC)O